FC(C1=NN=C(S1)C1=NN=C2N1C=C(C=C2N2CCN(CC2)C(C(C)C)=S)S(=O)(=O)NC2(CC2)C)F 3-(5-(difluoromethyl)-1,3,4-thiadiazol-2-yl)-N-(1-methylcyclopropyl)-8-(4-(2-methylpropanethioyl)piperazin-1-yl)-[1,2,4]triazolo[4,3-a]pyridine-6-sulfonamide